[18F]-fluorophenyl-oxadiazole [18F]C1=C(N=NO1)C1=CC=CC=C1